COC1=C(CN=C=S)C=CC(=C1)OC 2,4-dimethoxybenzyl isothiocyanate